TERT-BUTYL (1S,2R)-1-(5-FORMYLOXAZOL-2-YL)-2-METHYLBUTYLCARBAMATE C(=O)C1=CN=C(O1)[C@H]([C@@H](CC)C)NC(OC(C)(C)C)=O